3-(3-(2-(2-chloro-3,4-dihydroxyphenyl)-2-oxoacetamido)-2-oxoimidazolidin-1-yl)-7-oxo-4-thia-1-azabicyclo[3.2.0]heptane-3-carboxylate ClC1=C(C=CC(=C1O)O)C(C(=O)NN1C(N(CC1)C1(CN2C(CC2S1)=O)C(=O)[O-])=O)=O